C[C@@H](C#N)CCCCCC (R)-2-methyloctanonitrile